FC(C=1C=CC(=NC1)N1N=C(N=C1)C1=CC(=C(N)C=C1)F)F 4-(1-(5-(difluoromethyl)pyridin-2-yl)-1H-1,2,4-triazol-3-yl)-2-fluoroaniline